C(CCCC)C1CCCO1 5-pentyloxolan